COC(=O)C1=C(C=2N(C(=N1)N1CCC(CC1)(C)NC(=O)OC(C)(C)C)C=CN2)I 5-(4-((tert-butoxycarbonyl)amino)-4-methylpiperidin-1-yl)-8-iodoimidazo[1,2-c]Pyrimidine-7-carboxylic acid methyl ester